3-methyl-1,3-diazinan-2-one CN1C(NCCC1)=O